L-alanyl-D-isoglutamine benzyl ester trifluoroacetate FC(C(=O)O)(F)F.C(C1=CC=CC=C1)OC(CC[C@@H](NC([C@@H](N)C)=O)C(N)=O)=O